racemic-cis-3-aza-bicyclo[3.1.0]hex-1-yl-morpholin-4-yl-methanone hydrochloride Cl.[C@]12(CNC[C@H]2C1)C(=O)N1CCOCC1 |r|